CC(CC(CO)C)NC1=C2N=CN(C2=NC=N1)C1OCC1 6-(1'-methyl-4-hydroxy-3-methylbutylamino)-9-(oxetan-2-yl)-9H-purine